C(C)OCCCl Chloroethyl ethyl ether